C1(CC1)NC(=O)O[C@H]1C[C@H](CC1)C1=NN(C(=C1)NC1=NC=CC2=C1CCS2(=O)=O)C(C)(C)C (1R,3S)-3-{5-[(1,1-dioxo-2,3-dihydro-1λ6-thieno[3,2-c]pyridin-4-yl)amino]-1-(2-methylprop-2-yl)pyrazol-3-yl}cyclopentyl (cyclopropylamino)methanoate